3-(1-cyanoethyl)-N-(4-methyl-3-(4-(5-morpholinopyridin-3-yl)-1H-pyrazol-1-yl)phenyl)benzamide C(#N)C(C)C=1C=C(C(=O)NC2=CC(=C(C=C2)C)N2N=CC(=C2)C=2C=NC=C(C2)N2CCOCC2)C=CC1